N1N=CC2=CC(=CC=C12)CN(C(=S)N)CC1=CC(=CC=C1)OC 1-((1H-indazol-5-yl)methyl)-1-(3-methoxybenzyl)thiourea